N,N-bis(methyl-d3)-1-propylamine C(N(C([2H])([2H])[2H])CCC)([2H])([2H])[2H]